cis-3-Fluoropiperidin-4-ol hydrochloride Cl.F[C@@H]1CNCC[C@@H]1O